O[C@@H](C\C=C/CCC(=O)OC)[C@@H](\C=C\C1=C(N=NN1C)[C@H](C\C=C/CC)O)O Methyl (4Z,7S,8R,9E)-7,8-dihydroxy-10-{4-[(1S,3Z)-1-hydroxyhex-3-en-1-yl]-1-methyl-1H-1,2,3-triazol-5-yl}deca-4,9-dienoate